4-((1-(6-(Trifluoromethyl)pyridin-3-yl)-1H-pyrrolo[2,3-b]pyridin-5-yl)methyl)-1,4-oxazepane FC(C1=CC=C(C=N1)N1C=CC=2C1=NC=C(C2)CN2CCOCCC2)(F)F